N-(3-methyl-4-((1-methyl-1H-benzo[d][1,2,3]triazol-5-yl)oxy)phenyl)-6-(methylsulfonyl)pyrimido[5,4-d]pyrimidin-4-amine CC=1C=C(C=CC1OC1=CC2=C(N(N=N2)C)C=C1)NC=1C2=C(N=CN1)C=NC(=N2)S(=O)(=O)C